NC=1SC=C(N1)/C(/C(=O)N[C@H]1[C@H]2SCC(=C(N2C1=O)C(=O)O)C)=N/OCC(=O)O (6R,7R)-7-[[(Z)-2-(2-amino-4-thiazolyl)-2-[(carboxymethoxy)imino]acetyl]amino]-3-methyl-8-oxo-5-thia-1-azabicyclo[4.2.0]oct-2-ene-2-carboxylic acid